C(#N)C1=C(C=C(C=C1)C(F)(F)F)NC(=O)[C@@H]1[C@@H]2C[C@H]([C@H]([C@H]1C1=CC(=NN1C)C(F)(F)F)O2)O (1S,2S,3R,4S,5R)-N-(2-cyano-5-(trifluoromethyl)phenyl)-5-hydroxy-3-(1-methyl-3-(trifluoromethyl)-1H-pyrazol-5-yl)-7-oxabicyclo[2.2.1]heptane-2-carboxamide